S1C(=NC2=C1C=CC=C2)C=2C=C(OCCCCC(=O)NO)C=CC2 5-(3-(benzo[d]thiazol-2-yl)phenoxy)-N-hydroxyvaleramide